[O-]P([O-])(=O)OP(=O)([O-])OP(=O)([O-])O.[Cs+].[Cs+].[Cs+].[Cs+] tetracesium triphosphate